C1(=CC=CC=C1)C(C1=CC=CC=C1)[SiH2]OCC1=C(C=C(C(=C1OC)OC)OC)[N+](=O)[O-] diphenylmethyl(4,5,6-trimethoxy-2-nitrobenzyloxy)silane